[C@H]1([C@@H](O)[C@@H](O)[C@H](O)[C@H](O1)CO)O[C@@H]1[C@@H]([C@H](O[C@@H]([C@H]1O)CO[C@@H]1[C@@H](O)[C@@H](O)[C@H](O)[C@H](O1)CO)OCCNCCCCCCNCCCCCCNCCNCCCCCC(=O)O)O ({α-D-mannopyranosyl-(1-3)-[α-D-mannopyranosyl-(1-6)]-α-D-mannopyranosyl}oxy)-3,10,17,20-tetraazahexacosan-26-oic acid